ClC=1C=CC2=C(N(CN(S2(=O)=O)[C@@H]([C@H](C)C2=C(C(=CC=C2F)C)C)C2=NNC(O2)=O)CCP(C2=CC=CC=C2)C2=CC=CC=C2)C1 5-((1S,2R)-1-(6-chloro-4-(2-(diphenylphosphaneyl)ethyl)-1,1-dioxido-3,4-dihydro-2H-benzo[e][1,2,4]thiadiazin-2-yl)-2-(6-fluoro-2,3-dimethylphenyl)propyl)-1,3,4-oxadiazol-2(3H)-one